CNC(C(=O)O)(C)C α-(Methylamino)isobutyric acid